Cl.CNCC(C)C N,2-dimethylpropan-1-amine hydrochloride